(2R,3S,4R,5R)-5-cyano-5-(4-(2-ethylbutanamido)pyrrolo[2,1-f][1,2,4]triazin-7-yl)-4-hydroxy-2-((2-phenylacetoxy)methyl)tetrahydrofuran-3-yl L-valinate N[C@@H](C(C)C)C(=O)O[C@@H]1[C@H](O[C@]([C@@H]1O)(C1=CC=C2C(=NC=NN21)NC(C(CC)CC)=O)C#N)COC(CC2=CC=CC=C2)=O